(2-bromovinyl)(4-trifluoromethyl-phenyl)selenane BrC=CC1([Se]CCCC1)C1=CC=C(C=C1)C(F)(F)F